(R,Z)-3-((3-butyl-5-(4-methoxybenzyl)-2-methyl-7-(methylthio)-1,1-dioxido-2,3,4,5-tetrahydrobenzo[f][1,2,5]thiadiazepin-8-yl)oxy)-2-fluoroacrylic acid C(CCC)[C@H]1N(S(C2=C(N(C1)CC1=CC=C(C=C1)OC)C=C(C(=C2)O\C=C(\C(=O)O)/F)SC)(=O)=O)C